FC1=C(C=C(C(=C1C)O)C)C=1C(CC(NN1)=O)C 6-(2-fluoro-4-hydroxy-3,5-dimethylphenyl)-5-methyl-4,5-dihydro-2H-pyridazin-3-one